(1s,4s)-4-(3-Chloroanilino)-2'-(3-hydroxyphenyl)spiro[cyclohexane-1,1'-indene]-4-carboxylic acid methyl ester COC(=O)C1(CCC2(C(=CC3=CC=CC=C23)C2=CC(=CC=C2)O)CC1)NC1=CC(=CC=C1)Cl